CC1=CC2=C(S1)[C@@]1(C[C@@H](N(CC1)CC=1C=NNC1)C)OCC2 (2'S,7R)-2,2'-dimethyl-1'-(1H-pyrazol-4-ylmethyl)spiro[4,5-dihydrothieno[2,3-c]pyran-7,4'-piperidine]